(1s,2r)-3-amino-2-fluoro-1-(4-fluorophenyl)propan-1-ol NC[C@H]([C@@H](O)C1=CC=C(C=C1)F)F